C(CCCCCCC\C=C/CCCCCCCCCC)(=O)[O-].[Mo+4].C(CCCCCCC\C=C/CCCCCCCCCC)(=O)[O-].C(CCCCCCC\C=C/CCCCCCCCCC)(=O)[O-].C(CCCCCCC\C=C/CCCCCCCCCC)(=O)[O-] molybdenum gadoleate